1-(4-(7-(benzyloxy)-3-(3,6-dihydro-2H-pyran-4-yl)-2H-benzopyran-4-yl)-2-fluorophenyl)-4-(dimethoxymethyl)piperidine C(C1=CC=CC=C1)OC1=CC2=C(C(=C(CO2)C=2CCOCC2)C2=CC(=C(C=C2)N2CCC(CC2)C(OC)OC)F)C=C1